COC1=CC=C(C=C1)N1C(C2=C(C=3C=CC=CC13)N(C=N2)C)=O 5-(4-methoxyphenyl)-1-methyl-1,5-dihydro-4H-imidazo[4,5-c]quinolin-4-one